FC1=C(C(=O)OC)C(=CC=C1OC)SC methyl 2-fluoro-3-methoxy-6-(methylthio)benzoate